[Si](C)(C)(C(C)(C)C)OC(C(C(=O)OCC)=[N+]=[N-])=C ethyl 3-((tert-butyldimethylsilyl)oxy)-2-diazobut-3-enoate